5-(4-methylpiperazin-1-yl)-8,14-dioxa-10,19,20-triazatetracyclo[13.5.2.12,6.018,21]tricosa-1(20),2,4,6(23),15,17,21-heptaen-9-one CN1CCN(CC1)C1=CC=C2C3=NNC4=CC=C(OCCCNC(OCC1=C2)=O)C=C34